3-(4-(2-((1s,3s)-adamantan-1-yl)ethyl)piperazin-1-yl)prop-1-yn C12(CC3CC(CC(C1)C3)C2)CCN2CCN(CC2)CC#C